C(C)OC(=O)C1=CC(=CC=2SC3=CC=CC=C3C(C12)=O)N 1-Ethoxycarbonyl-3-aminothioxanthone